4-dodecen-1-ol C(CCC=CCCCCCCC)O